C(C)(C)(C)C=1C(=C(C=C(C1)C(C)(C)C)B(O)O)OC (3,5-Di-tert-butyl-2-methoxyphenyl)boronic acid